[Na].C(C1=CC=CO1)C#C furfuryl-acetylene sodium